1,5-diethoxynaphthalene C(C)OC1=CC=CC2=C(C=CC=C12)OCC